C1(CCC1)CN1N=CC(=N1)NCC1=C(N=NN1C)C1=CC=C(C(=N1)C)O[C@@H]1C[C@H](CCC1)C(=O)O (1S,3S)-3-((6-(5-(((2-(cyclobutylmethyl)-2H-1,2,3-triazol-4-yl)amino)methyl)-1-methyl-1H-1,2,3-triazol-4-yl)-2-methylpyridin-3-yl)oxy)cyclohexane-1-carboxylic acid